C(C)(C)(C)OC(=O)N1CCC(CC1)C=1N=NC(=CC1N)C1=C(C=CC(=C1)Cl)F 4-[4-amino-6-(5-chloro-2-fluorophenyl)pyridazin-3-yl]piperidine-1-carboxylic acid tert-butyl ester